5-chloro-6-[3-methyl-4-(oxetan-3-yl)piperazin-1-yl]-1-(1-methyl-1H-pyrazol-4-yl)-1H-indazole ClC=1C=C2C=NN(C2=CC1N1CC(N(CC1)C1COC1)C)C=1C=NN(C1)C